O=C(CCCCC)OC(CCCCCCCCCCC(=O)O)CCCCCC 12-[(1-oxohexyl)oxy]octadecanoic acid